4-(((2R,4R)-2-methyltetrahydro-2H-pyran-4-yl)amino)-3-nitroquinoline-6-carbonitrile C[C@H]1OCC[C@H](C1)NC1=C(C=NC2=CC=C(C=C12)C#N)[N+](=O)[O-]